2-amino-1,1-dimethoxyethane NCC(OC)OC